C(CCC)C1CC(CCC1)NC(=O)CC(C(CC(=O)NC1CC(CCC1)CCCC)C(=O)NC1CC(CCC1)CCCC)C(=O)NC1CC(CCC1)CCCC 1,2,3,4-butanetetracarboxylic acid tetra(3-n-butylcyclohexylamide)